trans-2-(4-chlorophenoxy)-N-(4-((3-(4-chlorophenyl)ureido)methyl)cyclohexyl)acetamide ClC1=CC=C(OCC(=O)N[C@@H]2CC[C@H](CC2)CNC(=O)NC2=CC=C(C=C2)Cl)C=C1